tert-butyl (2S)-2-((((2S,5R)-6-((S)-2-ethoxy-1-fluoro-2-oxoethoxy)-3-methyl-7-oxo-1,6-diazabicyclo[3.2.1]oct-3-ene-2-carboxamido)oxy)methyl)pyrrolidine-1-carboxylate C(C)OC([C@@H](ON1[C@@H]2C=C([C@H](N(C1=O)C2)C(=O)NOC[C@H]2N(CCC2)C(=O)OC(C)(C)C)C)F)=O